2-(methylthio)ethane-1-thiol CSCCS